C(C)(=O)N1CC(C1)NC1=C(N=C(S1)I)C(=O)N 5-((1-acetylazetidin-3-yl)amino)-2-iodothiazole-4-carboxamide